O=C1NC(CCC1NC1=CC=C(C=C1)C1CCN(CC1)CC(=O)N1CCC(CC1)NC(C1=NC=CC=C1)=O)=O N-(1-(2-(4-(4-((2,6-dioxopiperidin-3-yl)amino)phenyl)piperidin-1-yl)acetyl)piperidin-4-yl)picolinamide